C(C)(C)(CCC)[Sn](OC(C)(C)C)(OC(C)(C)C)OC(C)(C)C tert-hexyltri(tert-butoxy)tin